1-(3-{5-[(5-Chlorothiophen-2-yl)methoxy]-1-(2-methoxybenzoyl)-4-methyl-1H-pyrazol-3-yl}-2-(trifluoromethyl)piperazin-1-yl)-2-(morpholin-4-yl)ethan-1-on ClC1=CC=C(S1)COC1=C(C(=NN1C(C1=C(C=CC=C1)OC)=O)C1C(N(CCN1)C(CN1CCOCC1)=O)C(F)(F)F)C